OC(CCN)CCN 3-hydroxycadaverine